C1(CC1)C=1C(=NC=NC1)OCC(C(=O)NC1CCN(CC1)C)(C)C 3-((5-cyclopropylpyrimidin-4-yl)oxy)-2,2-dimethyl-N-(1-methylpiperidin-4-yl)propanamide